4-((1S,3R)-3-(but-2-ynamido)cyclohexyl)-3-chloro-5,6-difluoro-2-methyl-1H-indole-7-carboxamide C(C#CC)(=O)N[C@H]1C[C@H](CCC1)C1=C2C(=C(NC2=C(C(=C1F)F)C(=O)N)C)Cl